C1(=CC=CC=C1)N(C1=CC(=CC=C1)N(C1=CC=CC=C1)C1=CC=CC=C1)C1=CC=CC=C1 N1,N1,N3,N3-tetraphenylbenzene-1,3-diamine